4-(2-(methylsulfonylimino)ethyl)piperidine CS(=O)(=O)N=CCC1CCNCC1